O=C1N(C(C=C1)=O)CCNC(CCCCCCCCCCC(=O)OC1=C(C(=C(C(=C1F)F)F)F)F)=O (2,3,4,5,6-pentafluorophenyl) 12-[2-(2,5-dioxopyrrol-1-yl)ethylamino]-12-oxo-dodecanoate